C[C@@H]1N(CCN(C1)C)C(=O)C1=CC=C(C=C1)C1=NOC=C1 3-{4-[(2S)-2,4-dimethylpiperazine-1-carbonyl]phenyl}-1,2-oxazol